Ethyl 4-((3-chloro-4-fluorophenyl) amino)-6-nitro-1H-indole-2-carboxylate ClC=1C=C(C=CC1F)NC1=C2C=C(NC2=CC(=C1)[N+](=O)[O-])C(=O)OCC